tetrahydroindolizine compound with dihydroisoquinoline C1NC=CC2=CC=CC=C12.C1CCN2CC=CC=C12